FC(C1=C2C=C(NC2=CC=C1F)C(=O)N(C)C1COCC=2NC(C=3C=C(C=CC3C21)F)=O)F 4-(difluoromethyl)-5-fluoro-N-(8-fluoro-6-oxo-1,4,5,6-tetrahydro-2H-pyrano[3,4-c]isoquinolin-1-yl)-N-methyl-1H-indole-2-carboxamide